FC1=C(C=C(C(=C1)C)C1=CC(=NC(=C1)N1CCOCC1)OCCO)NC(=O)NC(C)CC(F)(F)F 1-[2-fluoro-5-[2-(2-hydroxyethoxy)-6-(morpholin-4-yl)pyridin-4-yl]-4-methylphenyl]-3-(4,4,4-trifluorobutan-2-yl)urea